7-chloropyrido[4,3-d]pyrimidinedione ClC1=CC=2NC(NC(C2C=N1)=O)=O